ClC1=C(C(=O)N2CCN(CC2)CC(=O)N2CCCC23CNC2=CC=CC=C2C3)C=C(C=C1)Cl 1-(2-(4-(2,5-dichlorobenzoyl)piperazin-1-yl)acetyl)-1',4'-dihydro-2'H-spiro[pyrrolidine-2,3'-quinoline]